tert-butyl (2-fluoro-3-(4,4,5,5-tetramethyl-1,3,2-dioxaborolan-2-yl)benzyl)carbamate FC1=C(CNC(OC(C)(C)C)=O)C=CC=C1B1OC(C(O1)(C)C)(C)C